3-(6-amino-5-carbamoyl-4'-sulfamoyl-[1,1'-biphenyl]-3-yl)prop-2-yn-1-yl-2-fluorobenzoic acid NC1=C(C=C(C=C1C1=CC=C(C=C1)S(N)(=O)=O)C#CCC=1C(=C(C(=O)O)C=CC1)F)C(N)=O